(2S,4R)-4-[[3-(2,6-dioxo-3-piperidinyl)-1-methyl-indazol-6-yl]-methyl-amino]-2-methyl-piperidine-1-carboxylic acid tert-butyl ester C(C)(C)(C)OC(=O)N1[C@H](C[C@@H](CC1)N(C)C1=CC=C2C(=NN(C2=C1)C)C1C(NC(CC1)=O)=O)C